FC=1C=CC(=C(C1)C1=CC2=C([C@@H](CCO2)CNC=2C=NC=CC2C(=O)O)C=C1)OC 3-({[(4R)-7-(5-fluoro-2-methoxyphenyl)-3,4-dihydro-2H-1-benzopyran-4-yl]methyl}amino)pyridine-4-carboxylic acid